5-bromo-6-cyclopropyl-4-hydroxy-pyridine-3-carboxylic acid methyl ester COC(=O)C=1C=NC(=C(C1O)Br)C1CC1